(2R)-2-amino-2-(3-bromophenyl)ethanol N[C@@H](CO)C1=CC(=CC=C1)Br